C1N(CC=2C=NC=CC21)C2=CC(=NC=N2)C2=CN=C1N2N=C(C=C1)C(F)F 3-(6-(1H-Pyrrolo[3,4-c]pyridin-2(3H)-yl)pyrimidin-4-yl)-6-(difluoromethyl)imidazo[1,2-b]pyridazine